C(CCCCCCCCCCC)SC(=S)SO (dodecylsulfanylthiocarbonyl)sulfanol